BrC1=C(SC=C1C(C)(C)O)S(=O)(=O)N 3-bromo-4-(2-hydroxy-prop-2-yl)thiophene-2-sulfonamide